C1(CC1)C1=NC2=CC(=CC=C2N=C1)C(C)N1[C@@H](CN[C@H](C1)C)C 2-cyclopropyl-7-(1-((2R,5S)-2,5-dimethylpiperazin-1-yl)ethyl)quinoxaline